pyrido[2,3-e]pyrazine N1=CC=NC2=C1C=CC=N2